5-cyclopropyl-N-[(2R)-1-hydroxypropan-2-yl]-6-[4-(trifluoromethyl)phenoxy]pyridine-3-carboxamide C1(CC1)C=1C=C(C=NC1OC1=CC=C(C=C1)C(F)(F)F)C(=O)N[C@@H](CO)C